C12(CC3CC(CC(C1)C3)C2)CC(=O)NC=2C=CC3=CN(N=C3C2)CC2=CC=CC=C2 (1-adamantyl)-N-(2-benzylindazol-6-yl)acetamide